ClCC1=NC(=NO1)C1CC(C1)(O)C1=CC2=CC=CC=C2C=C1 3-[5-(chloromethyl)-1,2,4-oxadiazol-3-yl]-1-(naphthalen-2-yl)cyclobutan-1-ol